C(C1=CC=CC=C1)C=1C=2N(C=C(N1)C1=C(C(=CC=C1)[N+](=O)[O-])F)C/C(/N2)=C/C=2OC(=CC2)C(F)(F)F (Z)-8-benzyl-6-(2-fluoro-3-nitrophenyl)-2-((5-(trifluoromethyl)furan-2-yl)methylene)imidazo[1,2-a]Pyrazin